(Z)-5-(benzo[d]thiazol-6-ylmethylene)-2-((2,3-dihydrobenzo[b][1,4]dioxin-6-yl)amino)-3,5-dihydro-4H-imidazol-4-one S1C=NC2=C1C=C(C=C2)\C=C/2\C(NC(=N2)NC2=CC1=C(OCCO1)C=C2)=O